NC=1C=C(C(=NC1)N1C=NC(=C1C)C)O 5-amino-2-(4,5-dimethyl-1H-imidazol-1-yl)pyridin-3-ol